N1CCC(C2=CC=CC=C12)=O quinolin-4(2H)-one